C1(CCC1)C=1C(=NN(C1NC(=O)[C@@H]1C(C1)(C)C)C)C1CC(C1)(F)F (S)-N-(4-cyclobutyl-3-(3,3-difluorocyclobutyl)-1-methyl-1H-pyrazol-5-yl)-2,2-dimethyl-cyclopropane-1-carboxamide